C(C)(=O)O[C@H]1[C@@H](O[C@@H]([C@H]([C@@H]1OC(C)=O)OC(C)=O)C(=O)OC)OC1=C(C=C(C=C1)COC(=O)OC1=CC=C(C=C1)[N+](=O)[O-])CNC(=O)OC(C)(C)C (2S,3R,4S,5S,6S)-2-(2-(((tert-butoxycarbonyl)amino)methyl)-4-((((4-nitrophenoxy)carbonyl)oxy)methyl)phenoxy)-6-(methoxycarbonyl)tetrahydro-2H-pyran-3,4,5-triyl triacetate